NC1=C(C=C(C=C1)C=1C(=NC=CC1OC)N)F 3-(4-amino-3-fluorophenyl)-4-methoxypyridin-2-amine